F[C@@H]1CC2(CC(CN2C1)F)C(=O)OC Methyl (2R,7aR)-2,6-difluorotetrahydro-1H-pyrrolizine-7a(5H)-carboxylate